(S)-1-cyclopropylpropynol C1(CC1)[C@@H](C#C)O